C1(CC1)C1=NN(C(=C1)NC(C(C)C1=NN(C=C1)C1=CC(=CC(=C1)F)F)=O)C(=O)OC(C)(C)C Tert-butyl 3-cyclopropyl-5-(2-(1-(3,5-difluorophenyl)-1H-pyrazol-3-yl)propanamido)-1H-pyrazole-1-carboxylate